6-bromo-3H-quinazoline BrC1=CC2=CNCN=C2C=C1